C(CCCC#C)[C@@]1(C[C@H](O)[C@@H](C)O1)N1C(=O)NC(=O)C(=C1)C#CCCCCC#C (5-Hexyn-1-yl)-5-(octa-1,7-diynyl)-2',5'-dideoxyuridine